(1s,2s,4r)-7-(6-((2-amino-3-chloropyridin-4-yl)thio)pyrido[2,3-b]pyrazin-2-yl)-7-azabicyclo[2.2.1]heptane-2-amine NC1=NC=CC(=C1Cl)SC=1C=CC=2C(=NC=C(N2)N2[C@@H]3[C@H](C[C@H]2CC3)N)N1